8-(5-chloro-thiophen-2-yl)-8-dimethylamino-3-(4-methyl-2-morpholin-4-yl-pyrimidin-5-yl)-1,3-diazaspiro[4.5]decan-2-one ClC1=CC=C(S1)C1(CCC2(CN(C(N2)=O)C=2C(=NC(=NC2)N2CCOCC2)C)CC1)N(C)C